C(CC)C1=CC=C(C=C1)C(CCCCC)([Li])C1=CC(=CC=C1)C(CCCCC)(C1=CC=C(C=C1)CCC)[Li] 1,3-bis(1-(4-propylphenyl)1-lithiohexyl)benzene